FC1CC(N(C1)C(CN1N=CC(=C1)C(F)(F)F)=O)C(=O)NC(C1=CC=CC=C1)C1=NC(=C(C=C1)C(C)C)F 4-fluoro-N-{[6-fluoro-5-(propan-2-yl)pyridin-2-yl](phenyl)methyl}-1-{2-[4-(trifluoromethyl)-1H-pyrazol-1-yl]acetyl}pyrrolidine-2-carboxamide